methyl 2-[[4-(2-chloro-5-fluoro-pyrimidin-4-yl)-2,5-difluoro-phenyl]methyl]-3-[[(2S)-oxetan-2-yl]methyl]benzimidazole-5-carboxylate ClC1=NC=C(C(=N1)C1=CC(=C(C=C1F)CC=1N(C2=C(N1)C=CC(=C2)C(=O)OC)C[C@H]2OCC2)F)F